CN1CCN(CC1)CCOC1=NC2=CC=CC(=C2C=N1)OC1CCOCC1 2-(4-methylpiperazin-1-yl)ethoxyl-5-tetrahydropyran-4-yloxyquinazoline